ClC1=C2C=CNC2=CC(=C1)NC1=CC(=CC(=N1)C#N)NC=1C=C2CCCC2=CC1 6-[(4-chloro-1H-indol-6-yl)amino]-4-[(2,3-dihydro-1H-inden-5-yl)amino]pyridine-2-carbonitrile